1H-furo[3,4-b]pyrrole-1-carboxylate N1(C=2C(C=C1)=COC2)C(=O)[O-]